3-(5-((4-(4-(6-(6-((R)-2-(3-fluorophenyl)pyrrolidin-1-yl)imidazo[1,2-b]pyridazine-3-yl)pyridin-2-yl)piperazin-1-yl)piperidin-1-yl)methyl)-1-oxoisoindoline-2-yl)piperidine FC=1C=C(C=CC1)[C@@H]1N(CCC1)C=1C=CC=2N(N1)C(=CN2)C2=CC=CC(=N2)N2CCN(CC2)C2CCN(CC2)CC=2C=C1CN(C(C1=CC2)=O)C2CNCCC2